1-(6-Chloro-2-(ethoxycarbonyl)quinolin-3-yl-4-d)pyridin-1-ium ClC=1C=C2C(=C(C(=NC2=CC1)C(=O)OCC)[N+]1=CC=CC=C1)[2H]